O1C2(OCC1)[C@@]1(CCCC2)CCCC=2C(=NOC21)C(=O)OCC ethyl (S)-5,6-dihydro-4H-dispiro[benzo[d]isoxazol-7,1'-cyclohexane-2',2''-[1,3]dioxolane]-3-carboxylate